CC=1N(C=CN1)C=1N=CC(=NC1)C1=CC2=C(N=C3COCC(N32)C3=CC=CC=C3)C=C1 7-(5-(2-methyl-1H-imidazol-1-yl)pyrazin-2-yl)-4-phenyl-3,4-dihydro-1H-benzo[4,5]imidazo[2,1-c][1,4]oxazine